BrC1=CC(=C(C=C1)N1CCCC1)I 1-(4-bromo-2-iodophenyl)pyrrolidine